N1=CC=C(C=C1)C=1C=NC(=NC1)NC(C(=O)O)CCCCCCCC1=NC=2NCCCC2C=C1 2-((5-(pyridin-4-yl)pyrimidin-2-yl)amino)-9-(5,6,7,8-tetrahydro-1,8-naphthyridin-2-yl)nonanoic acid